N-(benzo[b]thiophen-2-ylmethyl)-4-(2-(3-fluoro-4-methylphenyl)-2H-pyrazolo[3,4-d]pyrimidin-4-yl)piperazine-2-carboxamide S1C2=C(C=C1CNC(=O)C1NCCN(C1)C=1C=3C(N=CN1)=NN(C3)C3=CC(=C(C=C3)C)F)C=CC=C2